trimethylcyclopentadienyl-platinum (IV) C[Pt](C1C=CC=C1)(C)C